C(CCCCCC)(=O)OC1CC(N(C(C1)(C)C)O)(C)C 1-hydroxy-2,2,6,6-tetramethylpiperidin-4-yl heptanoate